(2-chlorophenyl)-N-{3-[(2,4-dimethoxybenzyl)sulfamoyl]-4-(4-methyl-1H-imidazol-1-yl)phenyl}acetamide ClC1=C(C=CC=C1)CC(=O)NC1=CC(=C(C=C1)N1C=NC(=C1)C)S(NCC1=C(C=C(C=C1)OC)OC)(=O)=O